FC(CCS(=O)(=O)NC1=CC(=C(C2=CC=CC=C12)OC1=NC=CC=C1C1=NC(=NC=C1)N[C@@H]1CNC[C@H](C1)F)C)(F)F 3,3,3-trifluoro-N-(4-((3-(2-(((3S,5S)-5-fluoropiperidin-3-yl)amino)pyrimidin-4-yl)pyridin-2-yl)oxy)-3-methylnaphthalen-1-yl)propane-1-sulfonamide